4-amino-7-fluoro-N,3-dimethyl-N-((5R)-2-(trifluoro-methyl)-5,6,7,8-tetrahydro-5-quinolinyl)-3H-pyrazolo-[3,4-c]quinoline-8-carboxamide NC1=NC=2C=C(C(=CC2C2=C1N(N=C2)C)C(=O)N([C@H]2C=1C=CC(=NC1CCC2)C(F)(F)F)C)F